5-{(3S)-3-[(2-Cyclohexylethyl)amino]-5-fluoro-7-hydroxy-3,4-dihydro-2H-1-benzothiopyran-6-yl}-1λ6,2,5-thiadiazolidine-1,3-dione C1(CCCCC1)CCN[C@@H]1CSC2=C(C1)C(=C(C(=C2)O)N2CC(N[SH2]2=O)=O)F